2-cyano-N-((3R,4S)-4-((6-(2,6-dichloro-3,5-dimethoxyphenyl)-8-ethyl-7-thioxo-5,6,7,8-tetrahydropyrimido[4,5-d]pyrimidin-2-yl)amino)tetrahydrofuran-3-yl)acetamide C(#N)CC(=O)N[C@H]1COC[C@H]1NC=1N=CC2=C(N(C(N(C2)C2=C(C(=CC(=C2Cl)OC)OC)Cl)=S)CC)N1